pentylmethyl-ammonium C(CCCC)[NH2+]C